8-((2-Benzyl-3-oxo-3,4-dihydrobenzo[f]quinoxalin-6-yl)oxy)-N-hydroxyoctanoamide C(C1=CC=CC=C1)C=1C(NC=2C=C(C3=C(C2N1)C=CC=C3)OCCCCCCCC(=O)NO)=O